C(C)(C)(C)OC(=O)N1[C@@H](CC[C@@H]1CO)CC1CCN(CC1)C(=O)OC(C)(C)C tert-Butyl 4-(((2S,5R)-1-(tert-butoxycarbonyl)-5-(hydroxymethyl)pyrrolidin-2-yl)methyl)piperidine-1-carboxylate